4-Chloro-5-methylisoxazol-3-amine ClC=1C(=NOC1C)N